CC(C=C)(CC\C=C(\CC)/C)O (6E)-3,7-dimethylnonan-1,6-dien-3-ol